FC(N1CC(=CCC1)C1=NSN=C1OCCCCCC)F 3-(1-(difluoromethyl)-1,2,5,6-tetrahydropyridin-3-yl)-4-(hexyloxy)-1,2,5-thiadiazole